C(#N)C=1C=C(C=CC1)C=1N=C(SC1C1=CC(=NC(=C1)C)C)NC(=O)N1CC2(COC2)C1 N-[4-(3-cyanophenyl)-5-(2,6-dimethyl-4-pyridinyl)thiazol-2-yl]-2-oxa-6-azaspiro[3.3]heptane-6-carboxamide